methyl 2-ethyl-5-[3-(1,3,5-trimethylpyrazol-4-yl) pyrazolo[1,5-a]pyridin-5-yl]furan-3-carboxylate C(C)C=1OC(=CC1C(=O)OC)C1=CC=2N(C=C1)N=CC2C=2C(=NN(C2C)C)C